5-chloropyrido[3,4-b]pyrazin-2(1H)-one ClC1=NC=CC2=C1N=CC(N2)=O